C(C1=CC=CC=C1)N1C(N(SC1=O)C1=CC=CC2=CC=CC=C12)=O 4-benzyl-2-naphthalen-1-yl-1,2,4-thiadiazolidin-3,5-dione